2-(6-fluoro-1,3-dimethyl-1H-indazol-5-yl)-6-(4-methylpiperazin-1-yl)quinazolin-4(3H)-one FC1=C(C=C2C(=NN(C2=C1)C)C)C1=NC2=CC=C(C=C2C(N1)=O)N1CCN(CC1)C